CN1C2=C(C=3C(=CC=CC13)OC1=CC=CC=C1)CCNCC2 6-methyl-10-phenoxy-1,2,3,4,5,6-hexahydroazepino[4,5-b]indole